3-(2-((1-(4-aminobenzyl)-1H-pyrazol-4-yl)amino)-5-(trifluoromethyl)pyrimidin-4-yl)-1H-pyrazole-1-carboxylic acid tert-butyl ester C(C)(C)(C)OC(=O)N1N=C(C=C1)C1=NC(=NC=C1C(F)(F)F)NC=1C=NN(C1)CC1=CC=C(C=C1)N